P(=O)(O)(O)O[C@H]1[C@H]([C@@H](O[C@@H]1CO)N1C=NC=2C(=O)NC(N)=NC12)OC1C(N=NN1CCCCCC)=C 2'-O-(1-hexyl-4-methylene-1,2,3-triazolyl)-guanosine-3'-phosphate